di-vinyl carbonate C(OC=C)(OC=C)=O